(E)-N-(5-(4-chloro-2-(4-(4-methylpiperazin-1-yl)phenyl)-1H-pyrrolo[2,3-b]pyridin-3-yl)-2-methylphenyl)but-2-enamide ClC1=C2C(=NC=C1)NC(=C2C=2C=CC(=C(C2)NC(\C=C\C)=O)C)C2=CC=C(C=C2)N2CCN(CC2)C